6-(3-(4-chlorobenzyl)ureido)-N-(pyridin-4-yl)hexanamide ClC1=CC=C(CNC(NCCCCCC(=O)NC2=CC=NC=C2)=O)C=C1